4-amino-7-fluoro-1-methyl-N-(2,2,2-trifluoroethyl)-N-(5-(trifluoromethyl)-2,3-dihydro-1H-inden-1-yl)-1H-pyrazolo[4,3-c]quinolin-8-carboxamide NC1=NC=2C=C(C(=CC2C2=C1C=NN2C)C(=O)N(C2CCC1=CC(=CC=C21)C(F)(F)F)CC(F)(F)F)F